5-chloro-2-(2-fluoro-4-pyridinyl)-4-(1-isobutyl-4-piperidinyl)-1H-pyrimidin-6-one ClC1=C(N=C(NC1=O)C1=CC(=NC=C1)F)C1CCN(CC1)CC(C)C